2'-hydroxyl-dihydrochalcone OC1=C(C(/C=C/C2CC=CC=C2)=O)C=CC=C1